methoxy(dimethyl)butylsilane CO[Si](CCCC)(C)C